[C].[Fe]=S.[Sn] tin-iron sulfide carbon